COCCO[Si](OCC)(OCC)C1=CC=CC2=CC=CC=C12 methoxynaphthyltriethoxysilane